6-(3-(methyl(piperidin-4-yl)amino)-1,2,4-triazin-6-yl)isoquinolin-7-ol CN(C=1N=NC(=CN1)C=1C=C2C=CN=CC2=CC1O)C1CCNCC1